(R)-3-amino-1-(isoxazol-3-yl)azetidinone N[C@H]1C(N(C1)C1=NOC=C1)=O